OP(O)(=O)OP(=O)(O)O.O[C@@H]1[C@H](O)[C@H](O)[C@H](O1)CO α-ribose diphosphate